((1S,4R)-4-(2-amino-6-morpholino-9H-purin-9-yl)cyclopent-2-en-1-yl)methanol NC1=NC(=C2N=CN(C2=N1)[C@H]1C=C[C@H](C1)CO)N1CCOCC1